BrC=1C=CC2=C(C(=CS2)CCl)C1 5-bromo-3-(chloromethyl)benzothiophene